N1CCC(CC1)CN1CC2=CC=C(C=C2CC1)C1C(NC(CC1)=O)=O 3-(2-(piperidin-4-ylmethyl)-1,2,3,4-tetrahydroisoquinolin-6-yl)piperidine-2,6-dione